C[Si](C)(C)NC(CC=C[SiH3])N[Si](C)(C)C di(trimethylsilylamino)ethylvinylsilane